ClC1=CC=C(C=C1)\C=C(/C(O)C(C)(C)C)\N1N=CN=C1 (βe)-β-[(4-chlorophenyl)methylene]-α-(1,1-dimethylethyl)-1H-1,2,4-triazol-1-ethanol